COC=1C=C(OC2=NC=CC(=C2)N2C(NC3(C2=O)CCCCC3)=O)C=CC1OC 3-[2-(3,4-dimethoxyphenoxy)-4-pyridyl]-1,3-diazaspiro[4.5]decane-2,4-dione